C(C)N1N=CC(=C1)CC=1C=C(C=CC1OC1=CC=CC=C1)N1C(N(C(NC1=O)=O)C1=CC=CC=C1)=O 1-{3-[(1-Ethyl-1H-pyrazol-4-yl)methyl]-4-phenoxyphenyl}-3-phenyl-1,3,5-triazinan-2,4,6-trion